FC(CCS(=O)(=O)NC1=NC=C(C=C1C(F)(F)F)C1=CC2=C(N=C(N=C2)N[C@@H]2CNC[C@H](C2)F)N(C1=O)C(C)C)(F)F 3,3,3-trifluoro-N-(5-(2-(((3S,5S)-5-fluoropiperidin-3-yl)amino)-8-isopropyl-7-oxo-7,8-dihydropyrido[2,3-d]pyrimidin-6-yl)-3-(trifluoromethyl)pyridin-2-yl)propane-1-sulfonamide